Cl.NC=1C=[N+](C=CC1)[O-] 3-aminopyridine 1-oxide hydrochloride